FC1=C(C=C(C=C1)C1=CC(=C(C=C1)OC)C(=O)OC(C)(C)C)C(=O)OC 3-(tert-butyl) 3'-methyl 4'-fluoro-4-methoxy-[1,1'-biphenyl]-3,3'-dicarboxylate